COC(=O)C=1SC(=CC1)CN1C(N(C2=NC(=NC=C12)N)[C@@H]1O[C@@H]([C@H]([C@H]1OC(C)=O)F)COC(C)=O)=O Methyl-5-((9-((2R,3S,4R,5R)-3-acetoxy-5-(acetoxymethyl)-4-fluorotetrahydrofuran-2-yl)-2-amino-8-oxo-8,9-dihydro-7H-purin-7-yl)methyl)thiophen-2-carboxylat